FC(S(=O)(=O)NC1=C(C=C(C=C1)C1=NNC(=C1C(=O)N)NC1=NOC(=C1)C)OC(COC)C1=CC=C(C=C1)F)F 3-(4-((difluoro-methyl)sulfonamido)-3-(1-(4-fluorophenyl)-2-methoxy-ethoxy)phenyl)-5-((5-methyl-isoxazol-3-yl)amino)-1H-pyrazole-4-carboxamide